1-benzyl-5-(2-methyl-6-{1-methyl-5-[(oxan-2-yloxy)methyl]-1H-1,2,3-triazol-4-yl}pyridin-3-yl)-1,2,3,6-tetrahydropyridin-3-ol C(C1=CC=CC=C1)N1CC(C=C(C1)C=1C(=NC(=CC1)C=1N=NN(C1COC1OCCCC1)C)C)O